C(C)(C)C=1C=NC=C(C(=O)N)C1 5-isopropylnicotinamide